methyl (2R)-2-(tert-butoxycarbonylamino)-3-[tert-butyl(diphenyl)silyl]oxy-propanoate C(C)(C)(C)OC(=O)N[C@@H](C(=O)OC)CO[Si](C1=CC=CC=C1)(C1=CC=CC=C1)C(C)(C)C